CC1(CCNC(CO1)=O)C1=CC=CC=C1 7-methyl-7-phenyl-1,4-oxazepan-3-one